CN1C(=NC(C1)C)CC 1,4-dimethyl-2-ethyl-imidazoline